Tris(diethylamino)butyl-tin C(C)N(CC)C(CCC[Sn])(N(CC)CC)N(CC)CC